COC/C=C/C(=O)O (E)-4-methoxy-but-2-enoic acid